O=C1NC(CCC1N1C(C2=CC=C(C=C2C1=O)N1CCC(CC1)CN1C(N(CCC1)C=1SC=C(N1)C)=O)=O)=O 2-(2,6-dioxopiperidin-3-yl)-5-(4-{[3-(4-methyl-1,3-thiazol-2-yl)-2-oxo-1,3-diazinan-1-yl]methyl}piperidin-1-yl)isoindole-1,3-dione